O1C(C1)C1=C(C=CC=C1)S(=O)(=O)N(CC1CO1)CC1CO1 (2-oxiranyl)-N,N-diglycidyl-benzenesulfonamide